Cl.CN1CCN(CC1)C(=O)Cl 4-methyl-1-piperazinecarbonyl chloride hydrochloride salt